(S)-2-METHYLHEX-5-ENE-3-SULFONAMIDE CC(C)[C@H](CC=C)S(=O)(=O)N